C1(=CC=CC2=CC=CC=C12)C(=O)O.C=C ethylene naphthalenate